CC1(OB(OC1(C)C)C=1CCN(CC1)C(=O)OC(C)(C)C)C t-butyl 4-(4,4,5,5-tetramethyl-1,3,2-dioxaborolan-2-yl)-3,6-dihydro-2H-pyridine-1-carboxylate